2,2-difluoro-4-((1-methoxycyclobutyl)methoxy)-7-(trifluoromethylthio)-2,3-dihydro-1H-inden-1-ol FC1(C(C2=C(C=CC(=C2C1)OCC1(CCC1)OC)SC(F)(F)F)O)F